C(C1=CC=CC=C1)OC(=O)N(CCN(C(OC(C)(C)C)=O)C)CC1=C(C(=NN1)C)Br tert-butyl N-[2-[benzyloxycarbonyl-[(4-bromo-3-methyl-1H-pyrazol-5-yl) methyl] amino] ethyl]-N-methyl-carbamate